6-[[4-hydroxy-1-[(3R,4R)-1-[[2-(6-methyl-3-pyridinyl)thiazol-5-yl]methyl]-3-phenyl-piperidine-4-carbonyl]-4-piperidinyl]methyl]-3-phenyl-isothiazolo[4,5-d]pyrimidin-7-one OC1(CCN(CC1)C(=O)[C@H]1[C@@H](CN(CC1)CC1=CN=C(S1)C=1C=NC(=CC1)C)C1=CC=CC=C1)CN1C=NC2=C(C1=O)SN=C2C2=CC=CC=C2